Tert-butyl (2-((2,3-dihydro-1H-inden-2-yl)carbamoyl)-6-((3-methoxyphenyl)amino)pyridin-4-yl)carbamate C1C(CC2=CC=CC=C12)NC(=O)C1=NC(=CC(=C1)NC(OC(C)(C)C)=O)NC1=CC(=CC=C1)OC